6-(4-methoxybenzyl)-3-(3-chlorobenzyl)-1,2,3,4,6,8,9,10-octahydro-5H-pyrido[3,4-e]pyrimido[1,2-a]pyrimidin-5-one COC1=CC=C(CN2C=3N(C4=C(C2=O)CN(CC4)CC4=CC(=CC=C4)Cl)CCCN3)C=C1